N1C(=CC2=CC=CC=C12)C(=O)N1CC=2C(CC1)=NNC2C(=O)N(C)CC2=C(C(=O)O)C=CC=C2 2-({1-[5-(1H-indole-2-carbonyl)-2H,4H,5H,6H,7H-pyrazolo[4,3-c]pyridin-3-yl]-N-methylformamido}methyl)benzoic acid